(cis-3-amino-1-methyl-cyclobutyl)-[(3S)-3-(3,5-difluorophenyl)isoxazolidin-2-yl]methanone trifluoroacetate FC(C(=O)O)(F)F.NC1CC(C1)(C)C(=O)N1OCC[C@H]1C1=CC(=CC(=C1)F)F